COC1=CC=CC2=C1SC=C2 7-methoxybenzo[b]thiophene